3-(trifluoromethoxy)benzoyl bromide FC(OC=1C=C(C(=O)Br)C=CC1)(F)F